CN(C1=CC=C(C(=O)O)C=C1)CCOCCOCCOCCOCCOCCOCC1=CC=CC=C1 4-(methyl(1-phenyl-2,5,8,11,14,17-hexaoxanonadecan-19-yl)amino)benzoic acid